C(C)(C)(C)OC(=O)N1CC(C1)OC1=CC=C(C=C1)C(NC=1C=C2CN(C(C2=CC1)=O)C1C(NC(CC1)=O)=O)=O 3-(4-((2-(2,6-dioxopiperidin-3-yl)-1-oxoisoindolin-5-yl)carbamoyl)phenoxy)azetidine-1-carboxylic acid tert-butyl ester